C(C)(C)(C)OC(=O)N[C@H](CCSCC[C@H](NC(=O)OC(C)(C)C)C(=O)[O-])CNC(=O)OC(C)(C)C S-((R)-3,4-bis((tert-butoxycarbonyl)amino)butyl)-N-(tert-butoxycarbonyl)-L-homocysteinate